4-(2-((1H-benzo[d]imidazol-2-yl)oxy)ethyl)morpholine N1C(=NC2=C1C=CC=C2)OCCN2CCOCC2